N(N)C1=NC=CC=C1 2-Hydrazinopyridin